FC=1C=C2C(=C(C=NC2=CC1)C(=O)N1CCN(CC1)S(=O)(=O)C)N1CCC2(OCCO2)CC1 (6-Fluoro-4-(1,4-dioxa-8-azaspiro[4.5]decan-8-yl)quinolin-3-yl)(4-(methylsulfonyl)piperazin-1-yl)methanone